3-(1-((4'-isopropyl-[1,1'-biphenyl]-3-yl)sulfonyl)piperidin-3-ylphenoxy)-2-methyl-N-((4-(trifluoromethoxy)phenyl)sulfonyl)propanamide C(C)(C)C1=CC=C(C=C1)C1=CC(=CC=C1)S(=O)(=O)N1CC(CCC1)C1=C(OCC(C(=O)NS(=O)(=O)C2=CC=C(C=C2)OC(F)(F)F)C)C=CC=C1